ClCC=1C=NC(=NC1)C 5-(chloromethyl)-2-methyl-Pyrimidine